3-(benzyloxy)-1',1'-dimethylspiro[cyclohexane-1,4'-isochromane] C(C1=CC=CC=C1)OC1CC2(COC(C3=CC=CC=C23)(C)C)CCC1